NC1=NC(=C(C=2N1C(N(N2)[C@@H]2CCCC1=CC=C(C=C21)F)=O)C2=CC(=NC(=C2)C)C)C2=CC=CC=C2 (R)-5-amino-8-(2,6-dimethyl-4-pyridinyl)-2-(7-fluorotetrahydronaphthalen-1-yl)-7-phenyl-[1,2,4]triazolo[4,3-c]pyrimidin-3-one